FC1(CN(CC[C@H]1NC1=NN2C(C(=N1)OC)=C(C(=C2)F)C=2C=C(C1=C(N(C=N1)CCF)C2)F)C2COC2)F (R)-N-(3,3-difluoro-1-(oxetan-3-yl)piperidin-4-yl)-6-fluoro-5-(4-fluoro-1-(2-fluoroethyl)-1H-benzo[d]imidazol-6-yl)-4-methoxypyrrolo[2,1-f][1,2,4]triazin-2-amine